4,5-dibutoxy-2,7-divinylbenzo[2,1-b:3,4-b']Dithiophene C(CCC)OC1=C(C2=C(SC(=C2)C=C)C=2SC(=CC21)C=C)OCCCC